ClC=1C(=C(C=CC1)C(C(=O)NCC=1C=C2CN(C(C2=CC1)=O)C1C(NC(CC1)=O)=O)(F)F)C 2-(3-chloro-2-methylphenyl)-N-((2-(2,6-dioxopiperidin-3-yl)-1-oxoisoindolin-5-yl)methyl)-2,2-difluoroacetamide